N1(CCC(CC1)C(=O)OCC)C(=O)OC(C)(C)C 1-tert-Butyl 4-ethyl piperidine-1,4-dicarboxylate